C(#N)C=1N(C2=CC=C(C=C2C1)C=O)CCN1CCN(CC1)C(=O)OC(C)(C)C tert-butyl 4-[2-(2-cyano-5-formyl-1H-indol-1-yl)ethyl]piperazine-1-carboxylate